1-(3-(6-(3-fluoro-4-(pyridin-2-yloxy)phenyl)quinazolin-8-yl)pyrrolidin-1-yl)prop-2-en-1-one FC=1C=C(C=CC1OC1=NC=CC=C1)C=1C=C2C=NC=NC2=C(C1)C1CN(CC1)C(C=C)=O